3-(1-oxo-5-(4-(piperazin-1-yl)piperidin-1-yl)isoindolin-2-yl)piperidine-2,6-dione hydrochloride Cl.O=C1N(CC2=CC(=CC=C12)N1CCC(CC1)N1CCNCC1)C1C(NC(CC1)=O)=O